8-(3-methoxy-4-nitro-pyrazol-1-yl)octan-1-amine COC1=NN(C=C1[N+](=O)[O-])CCCCCCCCN